4,4-diacetylphenyl sulfoxide C(C)(=O)C1(CC=C(C=C1)S(=O)C1=CCC(C=C1)(C(C)=O)C(C)=O)C(C)=O